tri(2,2'-bipyridyl) ruthenium (II) ruthenium chloride [Ru](Cl)(Cl)Cl.[Ru+2].N1=C(C=CC=C1)C1=NC=CC=C1.N1=C(C=CC=C1)C1=NC=CC=C1.N1=C(C=CC=C1)C1=NC=CC=C1